C1(=CC=C(C=C1)C#CC1=CC=C(C=C1)[C@H](C)NC(OC(C)(C)C)=O)C#CC1=CC=C(C=C1)[C@H](C)NC(OC(C)(C)C)=O di-tert-butyl ((1S,1'S)-((1,4-phenylenebis(ethyne-2,1-diyl))bis(4,1-phenylene))bis(ethane-1,1-diyl))dicarbamate